2-chloro-5-fluoro-4-((4-(1-methyl-4-(trifluoromethyl)-1H-imidazol-2-yl)benzyl)oxy)pyrimidine ClC1=NC=C(C(=N1)OCC1=CC=C(C=C1)C=1N(C=C(N1)C(F)(F)F)C)F